C(C1=CC=CC=C1)OC=1C(C(=CN2C1C(N1[C@H]([C@@H](C[C@H]([C@H]2C1)OC)O)C)=O)C(=O)NCC1=C(C=C(C=C1F)F)F)=O (3S,4R,6R,7R)-12-(benzyloxy)-4-hydroxy-6-methoxy-3-methyl-1,11-dioxo-N-(2,4,6-trifluorobenzyl)-1,4,5,6,7,11-hexahydro-3H-2,7-methanopyrido[1,2-a][1,4]diazonine-10-carboxamide